4-chloro-2'-hydroxy-4'-methoxy-3'-benzylaminomethyl-chalcone ClC1=CC=C(C=C1)\C=C\C(=O)C1=C(C(=C(C=C1)OC)CNCC1=CC=CC=C1)O